6-METHOXY-N-(3-FLUORO-4-PENTYLPHENYL)-2-(TRIFLUOROMETHYL)-1H-IMIDAZO[4,5-B]PYRAZIN-5-AMINE COC1=C(N=C2C(=N1)NC(=N2)C(F)(F)F)NC2=CC(=C(C=C2)CCCCC)F